methyl 2-((1r,4r)-4-hydroxycyclohexyl)acetate OC1CCC(CC1)CC(=O)OC